FC1=CC=C(C=C1)C(CN1CC(CC1)CCN1C(C2=CC=CC=C2C1)=O)=O (2-(1-(2-(4-fluorophenyl)-2-oxoethyl)pyrrolidin-3-yl)ethyl)isoindolin-1-one